indole-2-one N=1C(C=C2C=CC=CC12)=O